(S)-4-(7-ethoxy-4-(1-methyl-3-phenyl-1H-pyrazol-4-yl)quinazolin-6-yl)-3-methylpiperazine-1-carboxylic acid tert-butyl ester C(C)(C)(C)OC(=O)N1C[C@@H](N(CC1)C=1C=C2C(=NC=NC2=CC1OCC)C=1C(=NN(C1)C)C1=CC=CC=C1)C